1-(trifluoromethanesulfonyl)-2-methylimidazole FC(S(=O)(=O)N1C(=NC=C1)C)(F)F